2-((1S)-1-(2-(4-(4-chlorophenyl)-6-(3,5-dimethylisoxazol-4-yl)-2-oxo-1,4-dihydroquinazolin-3(2H)-yl)acetamido)ethyl)-1H-benzo[d]Imidazole-4-carboxamide ClC1=CC=C(C=C1)C1N(C(NC2=CC=C(C=C12)C=1C(=NOC1C)C)=O)CC(=O)N[C@@H](C)C1=NC2=C(N1)C=CC=C2C(=O)N